O=C1C(=CNC2=CC=C(C=C12)OC(F)(F)F)C(=O)O 4-oxo-6-(trifluoromethoxy)-1H-quinoline-3-carboxylic acid